(R)-N-(2-(4-cyanothiazolidin-3-yl)-2-oxoethyl)-6-(2-methylpyridin-3-yl)-quinol-4-carboxamide C(#N)[C@H]1N(CSC1)C(CNC(=O)C1=CC=NC2=CC=C(C=C12)C=1C(=NC=CC1)C)=O